N1CC(C1)N1CCC(CC1)C1=NN(C=2C1=NC(=CC2)C=2SC1=C(N2)C=C(C(=C1C1=CC=C(C=C1)Cl)[C@@H](C(=O)OCC)OC(C)(C)C)C)C(F)F ethyl (S)-2-(2-(3-(1-(azetidin-3-yl)piperidin-4-yl)-1-(difluoromethyl)-1H-pyrazolo[4,3-b]pyridin-5-yl)-7-(4-chlorophenyl)-5-methylbenzo[d]thiazol-6-yl)-2-(tert-butoxy)acetate